FC(CN1CCNCC1)(C(F)F)F 4-(2,2,3,3-tetrafluoropropyl)piperazin